C1(CC1)C1=NC(=CC(=C1)C1=C(C=C(C#N)C=C1)C1=NN=CN1C)C1=COC2=C(C=C(C=C2C1=O)CN1[C@H]2CO[C@@H](C1)C2)C 4-[2-cyclopropyl-6-[8-methyl-6-[[(1R,4R)-2-oxa-5-azabicyclo[2.2.1]hept-5-yl]methyl]-4-oxo-chromen-3-yl]-4-pyridinyl]-3-(4-methyl-1,2,4-triazol-3-yl)benzonitrile